(S)-N-(4-(7-(8-ethynyl-3-hydroxynaphthalen-1-yl)-8-fluoro-2-((tetrahydro-1H-pyrrolizin-7a(5H)-yl)methoxy)pyrido[4,3-d]pyrimidin-4-yl)-1,4-oxazepan-6-yl)-2-fluoroacrylamide C(#C)C=1C=CC=C2C=C(C=C(C12)C1=C(C=2N=C(N=C(C2C=N1)N1CCOC[C@H](C1)NC(C(=C)F)=O)OCC12CCCN2CCC1)F)O